CC1=C(C=CC=C1)OCC1CO1 glycidyl 2-methylphenyl ether